dipalmitoyl-stearic acid C(CCCCCCCCCCCCCCC)(=O)C(C(=O)O)(CCCCCCCCCCCCCCCC)C(CCCCCCCCCCCCCCC)=O